tin silver-copper [Cu].[Ag].[Sn]